NC1=NC(=C(C=2N1N=C(N2)CC2=NC=CC=C2)C2=NC=NC=C2)C2=C(C#N)C=CC=C2 (5-amino-2-(pyridin-2-ylmethyl)-8-(pyrimidin-4-yl)-[1,2,4]triazolo[1,5-c]pyrimidin-7-yl)benzonitrile